(2S,5S)-N-[(S)-[6-fluoro-5-(propan-2-yl)pyridin-2-yl](phenyl)methyl]-5-methyl-1-[2-(1H-1,2,3-triazol-5-yl)acetyl]pyrrolidine-2-carboxamide FC1=C(C=CC(=N1)[C@@H](NC(=O)[C@H]1N([C@H](CC1)C)C(CC1=CN=NN1)=O)C1=CC=CC=C1)C(C)C